3''-(4,6-diphenyl-1,3,5-triazin-2-yl)-4'-(2-(4-(naphthalen-2-yl)-6-phenyl-1,3,5-triazin-2-yl)phenyl)-[1,1':3',1''-terphenyl]-4-carbonitrile C1(=CC=CC=C1)C1=NC(=NC(=N1)C1=CC=CC=C1)C=1C=C(C=CC1)C=1C=C(C=CC1C1=C(C=CC=C1)C1=NC(=NC(=N1)C1=CC2=CC=CC=C2C=C1)C1=CC=CC=C1)C1=CC=C(C=C1)C#N